P(=O)(OC(C)(C)C1=CC=CC=C1)(OCC)OCC cumyl diethyl phosphate